(S)-4-(5-(4-((5-(1H-pyrazol-5-yl) pyridin-2-yl) oxy) phenyl)-2H-tetrazol-2-yl)-3-aminobutyrate N1N=CC=C1C=1C=CC(=NC1)OC1=CC=C(C=C1)C=1N=NN(N1)C[C@H](CC(=O)[O-])N